C=1CCC2=CC3(CC(C12)=O)CC3 2',3'-dihydrospiro[cyclopropane-1,5'-inden]-7'(6'H)-one